(R)-1-(3-(trifluoromethyl)phenyl)ethane-1-amine FC(C=1C=C(C=CC1)[C@@H](C)N)(F)F